COC=1C=C(C=CC1OC)[C@@H](C1CCN(CC1)C(=O)C=1C=CC2=C(NC(CO2)=O)C1)C=1C=NC=CC1 6-[4-[(R)-(3,4-dimethoxyphenyl)-(3-pyridyl)methyl]piperidine-1-carbonyl]-4H-1,4-benzoxazin-3-one